N-((S)-3-(1H-Indol-3-yl)-1-(methylamino)-1-oxopropan-2-yl)-2-((2S,4R)-4-amino-1-(6-chloroimidazo[1,2-a]pyridin-2-carbonyl)pyrrolidin-2-yl)thiazol-4-carboxamid N1C=C(C2=CC=CC=C12)C[C@@H](C(=O)NC)NC(=O)C=1N=C(SC1)[C@H]1N(C[C@@H](C1)N)C(=O)C=1N=C2N(C=C(C=C2)Cl)C1